{2-[3-(1-acetylpiperidin-4-yl)-5'-fluoro-1'-methyl-[4,6'-biindazol]-1-yl]-N-methylacetamido}acetic acid C(C)(=O)N1CCC(CC1)C1=NN(C=2C=CC=C(C12)C1=C(C=C2C=NN(C2=C1)C)F)CC(=O)N(C)CC(=O)O